C1CC(OC1COP(=O)(O)O)N2C=CC(=NC2=O)N 5'-Cytidine Monophosphate